C(C)(C)(C)OC(=O)\N=C\1/SC=C(N1C(=O)OC(C)(C)C)C(C(=O)OCC)=O tert-butyl (Z)-2-((tert-butoxycarbonyl)imino)-4-(2-ethoxy-2-oxoacetyl)thiazole-3(2H)-carboxylate